COC(=O)N1CC2=C(C=C(C=C2CC1)C1CCNCC1)N1CCCC2=CC(=C(C=C12)C(F)F)C=1C=NN(C1)C 8-[7-(difluoromethyl)-6-(1-methylpyrazol-4-yl)-3,4-dihydro-2H-quinolin-1-yl]-6-(4-piperidinyl)-3,4-dihydro-1H-isoquinoline-2-carboxylic acid methyl ester